4-bromo-3-(4-fluoro-2,6-dimethylphenoxy)-1-(3,3,3-trifluoropropyl)pyridin-2(1H)-one BrC1=C(C(N(C=C1)CCC(F)(F)F)=O)OC1=C(C=C(C=C1C)F)C